CC1(OCCN(C1)CC1=CC(=C2CN(C(C2=C1)=O)C1=CC(=CC=C1)C1(COC1)CC1=NN=CN1C)C(F)(F)F)C 6-((2,2-dimethylmorpholino)methyl)-2-(3-(3-((4-methyl-4H-1,2,4-triazol-3-yl)methyl)oxetan-3-yl)phenyl)-4-(trifluoromethyl)isoindolin-1-one